(11S)-11-fluoro-13-oxa-4,5,9,18,19,22-hexaazatetracyclo[12.5.2.12,5.017,20]docosa-1(19),2(22),3,14(21),15,17(20)-hexaen-8-one F[C@H]1CNC(CCN2N=CC(C3=NNC=4C=CC(OC1)=CC34)=N2)=O